CS(=O)(=O)C1=CC=C(C=C1)N(C(OC(C)(C)C)=O)CC#C tert-butyl (4-(methylsulfonyl)phenyl)(prop-2-yn-1-yl)carbamate